(2R,3R)-2,3-dihydroxybutanedioic acid O[C@@H](C(=O)O)[C@H](C(=O)O)O